6-(isoxazol-4-yl)-3,4-dihydroisoquinoline-2(1H)-carboxylic acid tert-butyl ester C(C)(C)(C)OC(=O)N1CC2=CC=C(C=C2CC1)C=1C=NOC1